FC1=C(C(=O)O)C(=CC(=C1)C(F)(F)F)F 2,6-difluoro-4-(trifluoromethyl)benzoic acid